7-(3-methoxy-2,6-dimethylphenyl)-1-methyl-pyrazolo[4,3-b]pyridine-5-carboxamide COC=1C(=C(C(=CC1)C)C1=C2C(=NC(=C1)C(=O)N)C=NN2C)C